(S)-1'-(3-(2-chloro-6-fluoro-3-methylphenyl)imidazo[1,5-a]pyrazin-8-yl)-1,3-dihydrospiro[indene-2,4'-piperidine]-1-amine ClC1=C(C(=CC=C1C)F)C1=NC=C2N1C=CN=C2N2CCC1(CC2)[C@@H](C2=CC=CC=C2C1)N